N-(2-(5-(6-Ethoxy-1H-pyrazolo[3',4':3,4]pyrazolo[1,5-a]pyridin-4-yl)pyridine-2-yl)-2,7-diazaspiro[3.5]nonan-7-yl)-2-chloro-6-fluorobenzamide C(C)OC=1C=C(C=2N(C1)N=C1C2C=NN1)C=1C=CC(=NC1)N1CC2(C1)CCN(CC2)NC(C2=C(C=CC=C2F)Cl)=O